tert-butyl (3R)-4-((2-(2-cyanoethyl)-2H-tetrazol-5-yl)(phenyl)methyl)-3-methylpiperazine-1-carboxylate C(#N)CCN1N=C(N=N1)C(N1[C@@H](CN(CC1)C(=O)OC(C)(C)C)C)C1=CC=CC=C1